O1C=2C(OCC1COCCC(S(=O)(=O)[O-])C)=CSC2 3-[(2,3-dihydrothieno[3,4-b][1,4]dioxin-2-yl) methoxy]-1-methyl-1-propanesulfonate